CN1SC2=C(C1=O)C=CC=C2 N-methyl-1,2-benzisothiazolin-3-one